Methyl 5-fluoro-2,3-dihydrobenzofuran-6-carboxylate FC=1C(=CC2=C(CCO2)C1)C(=O)OC